[C@H]12CC3(C[C@H](CC1)N2C(=O)OC(C)(C)C)CNC3 tert-butyl (1'R,5'S)-8'-azaspiro[azetidine-3,3'-bicyclo[3.2.1]octane]-8'-carboxylate